3-Ethyl-5-methyl-2-(2-aminoethoxymethyl)-4-(2-chlorophenyl)-1,4-dihydro-6-methyl-3,5-pyridinedicarboxylate C(C)C1(C(NC(C(C1C1=C(C=CC=C1)Cl)(C(=O)[O-])C)C)COCCN)C(=O)[O-]